C(C)OC1=C2CN(C(C2=C(C=C1)OC)=O)C1C(NC(CC1)=O)=O 3-(4-ethoxy-7-methoxy-1-oxoisoindolin-2-yl)piperidine-2,6-dione